NCCOCCOCCC(=O)NN1CCCC2=CC(=CC=C12)C(=O)NC1=NC=C(C=C1)C (3-(2-(2-Aminoethoxy)ethoxy)propionylamino)-N-(5-methylpyridin-2-yl)-1,2,3,4-tetrahydroquinoline-6-carboxamide